FC(C(C(C(F)(F)F)(F)F)(F)F)(CC1CO1)F 3-(perfluoro-n-butyl) propylene oxide